CC1=CC(=CC(=N1)NC(=O)C1=C(C(=O)O)C=C(C=C1)C(F)(F)F)C1=CC=C(C=C1)C(NC)=O 2-[[6-methyl-4-[4-(methylcarbamoyl)phenyl]-2-pyridyl]carbamoyl]-5-(trifluoromethyl)benzoic acid